ClC1=NC=C(C(=N1)C1=CN(C2=CC=CC=C12)C(=O)OC(C)(C)C)Cl tert-butyl [3-(2,5-dichloropyrimidin-4-yl)indol-1-yl]formate